N-((6-amino-2-methylpyridin-3-yl)methyl)-2-(2-oxo-3-(phenethylamino)-6-(phenylethynyl)pyrazin-1(2H)-yl)acetamide NC1=CC=C(C(=N1)C)CNC(CN1C(C(=NC=C1C#CC1=CC=CC=C1)NCCC1=CC=CC=C1)=O)=O